ClC1=CC=C(S1)C1=NN=C(O1)CN (5-(5-chlorothiophen-2-yl)-1,3,4-oxadiazol-2-yl)methanamine